tert-Butyl 2-(pyridin-3-yl)cyclopropane-1-carboxylate N1=CC(=CC=C1)C1C(C1)C(=O)OC(C)(C)C